ClC=1C=C2C(C(=CN(C2=CC1N1[C@H](CCC1)COC1=NC=CC=C1Cl)C1(CNC1)C)C(=O)OCC)=O ethyl 6-chloro-7-[(2R)-2-{[(3-chloropyridin-2-yl)oxy]methyl}pyrrolidin-1-yl]-1-(3-methylazetidin-3-yl)-4-oxo-1,4-dihydroquinoline-3-carboxylate